(s)-1-ethyl-5-(6-(2-hydroxy-6-methyl-4-(trifluoromethyl)phenyl)-3-methyl-2H-pyrazolo[3,4-b]pyridin-2-yl)piperidin-2-one C(C)N1C(CC[C@@H](C1)N1N=C2N=C(C=CC2=C1C)C1=C(C=C(C=C1C)C(F)(F)F)O)=O